1-(3-(4-(Cyclopropanecarbonyl)piperazine-1-carbonyl)-6-methoxyquinolin-4-yl)piperidine-4-carbonitrile C1(CC1)C(=O)N1CCN(CC1)C(=O)C=1C=NC2=CC=C(C=C2C1N1CCC(CC1)C#N)OC